C(C)(C)N1C(=NN2C(C1=O)=NC=C2C=2N=CN(C2)C(C2=CC=CC=C2)(C2=CC=CC=C2)C2=CC=CC=C2)C=2C=NN(C2)CCNC(=O)C2CC2 N-(2-(4-(3-isopropyl-4-oxo-7-(1-trityl-1H-imidazol-4-yl)-3,4-dihydroimidazo[2,1-f][1,2,4]triazin-2-yl)-1H-pyrazol-1-yl)ethyl)cyclopropanecarboxamide